(S)-2-(4-(5-(naphthalen-1-yl)-3,4-dihydro-2H-pyrano[2,3-f]quinazolin-10-yl)piperazin-2-yl)acetonitrile C1(=CC=CC2=CC=CC=C12)C1=C2C(=C3C(=NC=NC3=C1)N1C[C@@H](NCC1)CC#N)OCCC2